tert-Butyl 1-(4-((3,4-dichloro-2-fluorophenyl)amino)pyrido[3,2-d]pyrimidin-6-yl)hexahydropyrrolo[3,4-b]pyrrole-5(1H)-carboxylate ClC=1C(=C(C=CC1Cl)NC=1C2=C(N=CN1)C=CC(=N2)N2C1C(CC2)CN(C1)C(=O)OC(C)(C)C)F